CC1(OB(OC1(C)C)C1=CC=2C(C3=CC=CC=C3C2C=C1)(C=1C=NC=CC1)C=1C=NC=CC1)C 3,3'-(2-(4,4,5,5-tetramethyl-1,3,2-dioxaborolan-2-yl)-9H-fluorene-9,9-diyl)dipyridine